3-(N-((2,6-Diisopropylphenyl)carbamoyl)sulfamoyl)-N-isopropyl-N,1-dimethyl-1H-pyrazole-5-carboxamide C(C)(C)C1=C(C(=CC=C1)C(C)C)NC(=O)NS(=O)(=O)C1=NN(C(=C1)C(=O)N(C)C(C)C)C